C1=CC=CC=2NC3=CC=CC=C3NC12 5,10-Dihydrophenazin